4-(3,4-dihydro-2H-1,4-benzoxazin-6-yl)-2-methylisoquinolin-1-one O1CCNC2=C1C=CC(=C2)C2=CN(C(C1=CC=CC=C21)=O)C